N-methyl-N-(4-(2-(1-methyl-1H-pyrazol-4-yl)ethoxy)-6-morpholinopyrimidin-2-yl)quinazolin-2-amine CN(C1=NC2=CC=CC=C2C=N1)C1=NC(=CC(=N1)OCCC=1C=NN(C1)C)N1CCOCC1